1-[4-(3-methylphenyl)aminopyridin-3-yl]sulfonyl-3-isopropylurea CC=1C=C(C=CC1)NC1=C(C=NC=C1)S(=O)(=O)NC(=O)NC(C)C